NC1CCN(CC1)CCCCOC1=C(OC2=CC(=CC(=C2C1=O)OC)OC)C1=CC(=C(C(=C1)OC)OC)OC 3-(4-(4-aminopiperidin-1-yl)-butoxy)-5,7-dimethoxy-2-(3,4,5-trimethoxyphenyl)-4H-chromen-4-one